1-{4-pyridyl}-2,5-diazahexane N1=CC=C(C=C1)CNCCNC